[N]=[C]C=1C=CC(=NC1)C1=CC=C(C=C1)COCCC1=CC=C(C=C1)C=1N=C2N(C=CC=C2)C1NC1=CC=C(C(=O)O)C=C1 4-((2-(4-(2-((4-(5-((λ2-Azaneylidene)-λ3-methyl)pyridin-2-yl)phenyl)methoxy)ethyl)phenyl)imidazo[1,2-a]pyridin-3-yl)amino)benzoic acid